5,7-dimethoxycoumarone COC=1C=C2C=COC2=C(C1)OC